6-chloro-9-methacryloyloxy-10-acetoxy-1,2,3,4-tetrahydroanthracene ClC=1C=C2C(=C3CCCCC3=C(C2=CC1)OC(C(=C)C)=O)OC(C)=O